tert-Butyl ((S)-4,4,4-trifluoro-1-(7-((S)-2-methoxy-((S)-2-oxo-4-(trifluoromethyl)imidazolidin-1-yl)ethyl)imidazo[1,2-b]pyridazin-2-yl)-3,3-dimethylbutyl)carbamate FC(C(C[C@@H](C=1N=C2N(N=CC(=C2)C[C@H](OC)N2C(N[C@@H](C2)C(F)(F)F)=O)C1)NC(OC(C)(C)C)=O)(C)C)(F)F